C(C)(C)OC1=CN=CC(=N1)NC1=C(N=NN1C)C1=CC=C(C=C1)N1C(C2CCCCC2C1=O)=O 2-(4-(5-((6-isopropoxypyrazin-2-yl)amino)-1-methyl-1H-1,2,3-triazol-4-yl)phenyl)hexahydro-1H-isoindole-1,3(2H)-dione